FC(C1(OCCO1)COC1=CC=C(C=C1)CN1N=CC(=C1)C(=O)OCC)(F)F ethyl 1-[[4-[[2-(trifluoromethyl)-1,3-dioxolan-2-yl]methoxy]phenyl]-methyl]-1H-pyrazole-4-carboxylate